S1C(=NC2=C1C=CC=C2)[C@H]2N(CCC1=C2N=CN1)C(=O)C=1C(=NN2C1C=CC(=C2)COC)C#N (S)-3-(4-(benzo[d]thiazol-2-yl)-4,5,6,7-tetrahydro-1H-imidazo[4,5-c]pyridine-5-carbonyl)-6-(methoxymethyl)pyrazolo[1,5-a]pyridine-2-carbonitrile